N-(3-chloro-5-methanesulfonamidophenyl)-5-{2,4-difluoro-6-[(5-fluoropyridin-3-yl)methoxy]phenyl}-1-methyl-1H-pyrrole-3-carboxamide ClC=1C=C(C=C(C1)NS(=O)(=O)C)NC(=O)C1=CN(C(=C1)C1=C(C=C(C=C1OCC=1C=NC=C(C1)F)F)F)C